ClC=1C=C(C=CC1)NC(NC12CC(C1)(C2)[C@@H](C(=O)NC2=CC=C(C=C2)F)C)=O (S)-2-(3-(3-(3-chlorophenyl)ureido)bicyclo[1.1.1]pentan-1-yl)-N-(4-fluorophenyl)propanamide